OC(C)(CO)OC(CCCCCCCCCCCCCCC)=O 2,3-dihydroxypropan-2-yl-hexadecanoate